C(C)C1(COC1)COCC1=CC=C(C=C1)C1=CC=C(C=C1)COCC1(COC1)CC 4,4'-bis{[(3-ethyl-3-oxetanyl)methoxy]methyl}biphenyl